tert-butyl 2-((3-((2S,E)-7-amino-7-oxo-2-((((tetrahydrofuran-3-yl)oxy)carbonyl)amino)hept-5-enamido)-2-oxopyridin-1(2H)-yl)methyl)-4-isobutyl-1H-benzo[d]imidazole-1-carboxylate NC(/C=C/CC[C@@H](C(=O)NC=1C(N(C=CC1)CC1=NC2=C(N1C(=O)OC(C)(C)C)C=CC=C2CC(C)C)=O)NC(=O)OC2COCC2)=O